FC=1C=C(C=CC1F)C=1N=C(SC1)N(C)C1=C(N=C2N1C=C(C=C2)C2CCN(CC2)S(=O)(=O)C)CC 4-(3,4-difluorophenyl)-N-(2-ethyl-6-(1-(methylsulfonyl)piperidin-4-yl)imidazo[1,2-a]pyridin-3-yl)-N-methylthiazol-2-amine